tris(perfluorophenyl) 3,3',3''-(((1R,2S,3R)-5-((6-(2,2,2-trifluoroacetoxy)hexyl)carbamoyl)cyclohex-4-ene-1,2,3-triyl)tris(oxy))tripropionate FC(C(=O)OCCCCCCNC(=O)C1=C[C@H]([C@H]([C@@H](C1)OCCC(=O)OC1=C(C(=C(C(=C1F)F)F)F)F)OCCC(=O)OC1=C(C(=C(C(=C1F)F)F)F)F)OCCC(=O)OC1=C(C(=C(C(=C1F)F)F)F)F)(F)F